5-(4-(Allyloxy)phenyl)-4-(4-(t-butoxy)-4-oxobutoxy)-1-(2-chlorophenyl)-1H-pyrazole-3-carboxylic acid ethyl ester C(C)OC(=O)C1=NN(C(=C1OCCCC(=O)OC(C)(C)C)C1=CC=C(C=C1)OCC=C)C1=C(C=CC=C1)Cl